FC(C(O)C1=CN(C2=CC=CC=C12)CC1=CC=C(C=C1)OC)F 2,2-difluoro-1-(1-(4-methoxybenzyl)-1H-indol-3-yl)ethan-1-ol